N[C@H]1CS(C2=C(N(C1=O)CC1=CC=C(C=C1)Cl)C=C(C(=C2)F)N2N=C(N=C2)C(C)(C)C)(=O)=O (3R)-3-amino-7-(3-tert-butyl-1,2,4-triazol-1-yl)-5-[(4-chlorophenyl)methyl]-8-fluoro-1,1-dioxo-2,3-dihydro-1λ6,5-benzothiazepin-4-one